BrC1=C(C=C2C(NC(NC2=C1F)=O)=O)Cl 7-bromo-6-chloro-8-fluoro-1H-quinazoline-2,4-dione